ClC=1C=C(C(=C2CCCC12)NC(=O)C1CNC1)C1=C2C(=NC=C1)C=C(S2)CN2C(C1C(C1C2=O)(C)C)=O N-(7-chloro-5-(2-((6,6-dimethyl-2,4-dioxo-3-azabicyclo[3.1.0]hexane-3-yl)methyl)thieno[3,2-b]pyridin-7-yl)-2,3-dihydro-1H-inden-4-yl)azetidine-3-carboxamide